ethyl 5-chloro-4-(8-cyanoisoquinolin-1-yl)-2-(3-ethoxy-3-oxopropionylamino)-3-fluorobenzoate ClC=1C(=C(C(=C(C(=O)OCC)C1)NC(CC(=O)OCC)=O)F)C1=NC=CC2=CC=CC(=C12)C#N